2-bromo-5-aminothiazole-4-carboxylic acid ethyl ester C(C)OC(=O)C=1N=C(SC1N)Br